N-(4-chlorobenzyl)-1-methyl-2-oxo-8-((1-sulfamoylcyclopropyl)methoxy)-1,2-dihydro-1,7-naphthyridine-3-carboxamide ClC1=CC=C(CNC(=O)C=2C(N(C3=C(N=CC=C3C2)OCC2(CC2)S(N)(=O)=O)C)=O)C=C1